diethyl 8-formyl-5-methoxynaphthalen-1-yl phosphate P(=O)(OCC)(OCC)OC1=CC=CC2=C(C=CC(=C12)C=O)OC